3,3-bis(p-dimethylaminophenyl)-6-dimethylaminophenyl-6-dimethylaminophthalide CN(C1=CC=C(C=C1)C1(CC(=C(C=C1)N(C)C)C1OC(=O)C2=CC(=CC=C12)N(C)C)C1=CC=C(C=C1)N(C)C)C